C(C1=CC=CC=C1)OCCN1N=C(C=C1C(=O)O)C(=O)OCC 1-(2-(benzyloxy)ethyl)-3-(ethoxycarbonyl)-1H-pyrazole-5-carboxylic acid